Ethyl 3-(4-(methoxycarbonyl)phenyl)-3,6-dihydro-2H-1,2,6-thiadiazine-4-carboxylate 1,1-dioxide COC(=O)C1=CC=C(C=C1)C1NS(NC=C1C(=O)OCC)(=O)=O